(E)-1-(dimethylamino)hex-1-en-3-one CN(\C=C\C(CCC)=O)C